NC1=NC=C2C=C(C=NC2=C1)C=1C=C(C=CC1C)NC(C1=NC=CC(=C1)C(C)(C)C#N)=O N-(3-(7-amino-1,6-naphthyridin-3-yl)-4-methylphenyl)-4-(2-cyanopropan-2-yl)picolinamide